BrC=1C=CN(C1)C 4-bromo-1-methylpyrrole